FC=1C=CC(=NC1C)C(=O)NC1=CC2=CN(N=C2C=C1OC)C1CCC(CC1)C=O 5-fluoro-N-[2-(4-formylcyclohexyl)-6-methoxy-indazol-5-yl]-6-methyl-pyridine-2-carboxamide